thiazole butyl-tin salt C(CCC)[Sn].S1C=NC=C1